2-((2S,3S,4R)-2-(1-aminoethyl)-5-chloro-6-fluoro-3-methyl-2-phenyl-2,3-dihydrobenzofuran-4-yl)-3-fluoro-4-(2-methoxyethoxy)benzamide NC(C)[C@@]1(OC2=C([C@@H]1C)C(=C(C(=C2)F)Cl)C2=C(C(=O)N)C=CC(=C2F)OCCOC)C2=CC=CC=C2